Cl.Cl.NCC1=CC=C(C=C1)C=1N(N=C2C1N=CN(C2=O)CC2(CCN(CC2)CC2=C(C=C(C=C2)C2=CN=CS2)F)O)C 3-(4-(aminomethyl)phenyl)-6-((1-(2-fluoro-4-(thiazol-5-yl)benzyl)-4-hydroxypiperidin-4-yl)methyl)-2-methyl-2,6-dihydro-7H-pyrazolo[4,3-d]pyrimidin-7-one dihydrochloride